5-hydroxybenzenesulfonate OC=1C=CC=C(C1)S(=O)(=O)[O-]